C(CC=C)[C@@H]1CCC(N1S(=O)(=O)C1=CC=C(C=C1)C)=O (5R)-5-but-3-enyl-1-(p-tolylsulfonyl)pyrrolidin-2-one